FC1=CC2=C(OC(C(N2)=O)(C)C)C(=C1C1=CC=NN1C)C#N 6-fluoro-2,2-dimethyl-7-(1-methyl-1H-pyrazol-5-yl)-3-oxo-3,4-dihydro-2H-benzo[b][1,4]oxazine-8-carbonitrile